(3-aza-bicyclo[3.2.1]oct-3-yl)-[3-(6,8-difluoro-imidazo[1,2-a]pyridin-3-yl)-1-methanesulfonylmethyl-1H-pyrazolo[4,3-c]pyridin-6-yl]-methanone C12CN(CC(CC1)C2)C(=O)C2=CC1=C(C=N2)C(=NN1CS(=O)(=O)C)C1=CN=C2N1C=C(C=C2F)F